N4-(1-(3,3-difluoro-4-hydroxy-5-(hydroxyethyl)tetrahydrofuran-2-yl)-2-oxo-1,2-dihydropyrimidin-4-yl)succinamide FC1(C(OC(C1O)CCO)N1C(N=C(C=C1)NC(CCC(=O)N)=O)=O)F